5-bromo-N-(1-(6-ethoxy-5-methoxypyridin-2-yl)-2-(methylsulfonyl)ethyl)-4-methyl-3-nitropyridin-2-amine BrC=1C(=C(C(=NC1)NC(CS(=O)(=O)C)C1=NC(=C(C=C1)OC)OCC)[N+](=O)[O-])C